C1(CC1)C1=C(C2=C(C(N(C=C2C#CC(C)(C)O)C)=O)N1)C(=O)OCC ethyl 2-cyclopropyl-4-(3-hydroxy-3-methyl-but-1-ynyl)-6-methyl-7-oxo-1H-pyrrolo[2,3-c]pyridine-3-carboxylate